CN(C1=NN(C(=C1)[Sn](CCCC)(CCCC)CCCC)C)C N,N,1-trimethyl-5-(tributylstannyl)-1H-pyrazol-3-amine